N1=CC(=CC=C1)C1=NN2C(OCCC2)=C1C(=O)N 2-pyridin-3-yl-6,7-dihydro-5H-pyrazolo[5,1-b][1,3]Oxazine-3-carboxamide